N-(4-(2-amino-3-(3-morpholinoprop-1-ynyl)pyridin-4-yloxy)-3-fluorophenyl)-3-(4-fluorophenyl)-2,4-dioxo-1,2,3,4-tetrahydropyrimidine-5-carboxamide NC1=NC=CC(=C1C#CCN1CCOCC1)OC1=C(C=C(C=C1)NC(=O)C=1C(N(C(NC1)=O)C1=CC=C(C=C1)F)=O)F